ClC(C(=O)OCOCC)=C ethoxymethyl α-chloroacrylate